N1(N=CN=C1)C1=NC(NC=C1)=O 4-(1H-1,2,4-triazol-1-yl)pyrimidin-2(1H)-one